N-(4-(1,3,2-dithiarsolan-2-yl)phenyl)-2-benzyl-N-(piperidin-4-ylmethyl)-2H-tetrazole-5-carboxamide S1[As](SCC1)C1=CC=C(C=C1)N(C(=O)C=1N=NN(N1)CC1=CC=CC=C1)CC1CCNCC1